O1CCN(CC1)CC(=O)N 2-morpholino-acetamide